ethyl 1-bromocyclopropane-1-carboxylate BrC1(CC1)C(=O)OCC